N1(C=CC=C1)CC=1C=C(N)C=CC1 3-((1H-pyrrol-1-yl)methyl)aniline